(S,E)-2-(3-(3-(benzo[d]oxazol-6-yl)-2-methylstyryl)-4-(trifluoroethyl)benzylamino)-3-hydroxy-2-methylpropanoic acid O1C=NC2=C1C=C(C=C2)C=2C(=C(/C=C/C=1C=C(CN[C@](C(=O)O)(CO)C)C=CC1CC(F)(F)F)C=CC2)C